CNC=1C=2C=NC=3NC(CCOCCCCOC4=CC=NC(C#CC(=CN1)C2C3)=C4)=O 23-(methylamino)-9,14-dioxa-5,18,20,24-tetraazatetracyclo[17.6.2.1^{4,8}.0^{22,26}]octacosa-1(25),4(28),5,7,19(27),20,22(26),23-octaen-2-yn-17-one